N-[(1S)-1-[[(3-amino-3-oxo-propyl)-(2-chloro-2-fluoro-acetyl)amino]carbamoyl]-3,3-dimethyl-butyl]-1H-benzimidazole-2-carboxamide NC(CCN(C(C(F)Cl)=O)NC(=O)[C@H](CC(C)(C)C)NC(=O)C1=NC2=C(N1)C=CC=C2)=O